N1C(=NC2=C1C=CC=C2)[C@H](N2C(C1=CC=C(C=C1C=C2)C2=CC=C(C=C2)C2CCN(CC2)C)=O)C2=C(C=CC(=C2)F)O 2-[(R)-1H-benzimidazol-2-yl-(5-fluoro-2-hydroxy-phenyl)methyl]-6-[4-(1-methyl-4-piperidinyl)phenyl]isoquinolin-1-one